1-Cyclopropyl-6-fluoro-2-methyl-4-carbonyl-1,4-dihydroquinoline-7-carbaldehyde C1(CC1)N1C(=CC(C2=CC(=C(C=C12)C=O)F)=C=O)C